C(C1=CC=CC=C1)OCCC(CCC)OC1=NN2C(C(=N1)N(CC1=CC=C(C=C1)OC)CC1=CC=C(C=C1)OC)=NC=C2 2-((1-(benzyloxy)hexane-3-yl)oxy)-N,N-bis(4-methoxybenzyl)imidazo[2,1-f][1,2,4]triazin-4-amine